C(C)(C)C1=C(NC2=CC=C(C=C12)C1CCN(CC1)CC(=O)NC)C1=CN(C(C(=C1)OC)=O)C 2-(4-(3-isopropyl-2-(5-methoxy-1-methyl-6-oxo-1,6-dihydropyridin-3-yl)-1H-indol-5-yl)piperidin-1-yl)-N-methylacetamide